6-(4-vinylbenzyl-n-propyl)amino-1,3,5-triazine-2,4-dithione C(=C)C1=CC=C(CCCCNC2=NC(NC(N2)=S)=S)C=C1